ClC1=CC=C(C=N1)NC1=NC=CC2=CC(=CC=C12)OCCN1CCOCC1 N-(6-chloropyridin-3-yl)-6-(2-morpholinoethoxy)isoquinolin-1-amine